Br\C=C(\C)/F (Z)-1-bromo-2-fluoropropene